CC1(O[C@H]2[C@@H](O1)O[C@@H](C2)C(=O)OC)C Methyl (3aR,5S,6aR)-2,2-dimethyltetrahydrofuro[2,3-d][1,3]dioxole-5-carboxylate